(2S)-2-((2S)-2-(((2-(3-chlorophenyl)-2,2-difluoro-1-phenylethoxy)carbonyl)amino)-4,4-difluorobutanamido)-3-((S)-2-oxopyrrolidin-3-yl)propanoate ClC=1C=C(C=CC1)C(C(OC(=O)N[C@H](C(=O)N[C@H](C(=O)[O-])C[C@H]1C(NCC1)=O)CC(F)F)C1=CC=CC=C1)(F)F